BrC1=CC=C(C(=C1C#N)F)C=O 6-Bromo-2-fluoro-3-formylbenzonitrile